C(C)(C)(C)OC(=O)N(C(CC(=O)OCC=C)C(=O)N(C)C)C Allyl 3-((tert-butoxycarbonyl) (methyl) amino)-4-(dimethylamino)-4-oxobutanoate